FC1=CC=C2C(=N1)OCC=1C=C(C=C(C12)F)C=1C=C(N=NC1)OC 5-{3,10-difluoro-6H-isochromeno[3,4-b]pyridin-8-yl}-3-methoxypyridazine